C1(=CC=CC=C1)C1=NC(=CC(=N1)C1=C(C=C(C=C1)C1=CC=CC=C1)[N+](=O)[O-])C1=CC=CC=C1 4'-(2,6-diphenylpyrimidin-4-yl)-3'-nitro-[1,1'-biphenyl]